O=C1C=CC(=CN1C[C@H](C)NC=1C=NN(C(C1C(F)(F)F)=O)COCC[Si](C)(C)C)C(=O)OC methyl (S)-6-oxo-1-(2-((6-oxo-5-(trifluoromethyl)-1-((2-(trimethylsilyl) ethoxy) methyl)-1,6-dihydropyridazin-4-yl) amino) propyl)-1,6-dihydropyridine-3-carboxylate